pyrimid-2(1H)-one N1C(N=CC=C1)=O